ClC1=CC=C(C=C1)N1CCN(CC1)CC=1C=C(C=CC1C(F)(F)F)N(CCN(C)C)C N1-(3-((4-(4-chlorophenyl)piperazin-1-yl)methyl)-4-(trifluoromethyl)phenyl)-N1,N2,N2-trimethylethan-1,2-diamine